FC1=C2CCC(C2=CC(=C1)F)N(C(OC(C)(C)C)=O)C tert-Butyl 4,6-difluoro-2,3-dihydro-1H-inden-1-yl(methyl)carbamate